OC1=C(C(=CC(=C1)C)N=O)C(\C=C\C1=CC=C(C=C1)N=O)=O (E)-1-(2-Hydroxy-4-methyl-6-nitrosophenyl)-3-(4-nitrosophenyl)prop-2-en-1-one